2-((1S,2S)-2-(fluoromethyl)cyclopropyl)-4,4,5,5-tetramethyl-1,3,2-dioxaborolan FC[C@@H]1[C@H](C1)B1OC(C(O1)(C)C)(C)C